O=C1N(C=C(N=C1)C(=O)OC)CC(F)(F)F methyl 5-oxo-4-(2,2,2-trifluoroethyl)-4,5-dihydropyrazine-2-carboxylate